N-(2-methoxy-4-(piperazin-1-yl)phenyl)-6-(1H-pyrazol-5-yl)pyridineamide COC1=C(C=CC(=C1)N1CCNCC1)NC(=O)C1=NC(=CC=C1)C1=CC=NN1